6-(2-(2,4,5-Trifluorophenyl)-5,6-dihydro-4H-pyrrolo[1,2-b]pyrazol-3-yl)quinoxaline FC1=C(C=C(C(=C1)F)F)C=1C(=C2N(N1)CCC2)C=2C=C1N=CC=NC1=CC2